cyclopropylpropan C1(CC1)CCC